5-Bromo-3-fluoro-2-(1-(hydroxymethyl)cyclopropyl)phenol BrC=1C=C(C(=C(C1)O)C1(CC1)CO)F